C(C)(C)(C)N(C(O)=O)CC1=C(C=C(C=C1)C#C)OCCO.C(C)N(CCC[Si](OCC)(OCC)OCC)CC [3-(diethylamino)propyl]triethoxysilane tert-butyl-4-ethynyl-2-(2-hydroxyethoxy)benzylcarbamate